2-(3-(2-(((S)-1-((R or S)-5-cyano-2-oxo-1,2,3,4-tetrahydroquinolin-3-yl)ethyl)amino)ethyl)-4-methylphenyl)-2-methylpropanoic acid C(#N)C1=C2C[C@@H](C(NC2=CC=C1)=O)[C@H](C)NCCC=1C=C(C=CC1C)C(C(=O)O)(C)C |o1:5|